(R)-9-(Methylsulfonyl)-4-oxo-3-(thiophen-2-ylmethyl)-2,3,4,9-tetrahydro-1H-carbazole-3-carbonitrile CS(=O)(=O)N1C2=CC=CC=C2C=2C([C@@](CCC12)(C#N)CC=1SC=CC1)=O